S1C2=C(C=C1C(=O)NCC1(CCOCC1)C(=O)OC)CCCCCC2 Methyl 4-[[(4H,5H,6H,7H,8H,9H-cycloocta[b]thiophen-2-ylcarbonyl)amino]methyl]oxane-4-carboxylate